C(C=C)C1(CCN(CC1)C(=O)OC(C)(C)C)CBr tert-butyl 4-allyl-4-(bromomethyl)piperidine-1-carboxylate